tert-butyl (6-fluoro-2-iodo-1-(phenylsulfonyl)-1H-indol-4-yl)(methylpiperidin-4-yl)carbamate FC1=CC(=C2C=C(N(C2=C1)S(=O)(=O)C1=CC=CC=C1)I)N(C(OC(C)(C)C)=O)C1CCN(CC1)C